CS(=O)(=O)N1CC2C(C1)CC(C2)C2N1C(C3=CC=CC=C23)=CN=C1 5-(2-(methylsulfonyl)octahydrocyclopenta[c]pyrrol-5-yl)-5H-imidazo[5,1-a]isoindole